ClC1=NC(=C2N=CN(C2=N1)C1OC(C(C1O)O)CO)Cl 2-(2,6-dichloro-9H-purin-9-yl)-5-(hydroxymethyl)tetrahydrofuran-3,4-diol